ClC1=NN(C=C1N(C(CCS(=O)CCC(F)(F)F)=O)CC)C=1C=NC=CC1 (+)-N-[3-Chloro-1-(3-pyridinyl)-1H-pyrazol-4-yl]-N-ethyl-3-[(3,3,3-trifluoropropyl)sulfinyl]-propanamid